5-(cis-4-{[2-cyano-6-(trifluoromethyl)pyridin-3-yl]oxy}-2-ethylpiperidin-1-yl)-2'-ethoxy-N-[(3R)-1-methylpyrrolidin-3-yl]-[2,3'-bipyridine]-6-carboxamide C(#N)C1=NC(=CC=C1O[C@@H]1C[C@@H](N(CC1)C=1C=CC(=NC1C(=O)N[C@H]1CN(CC1)C)C=1C(=NC=CC1)OCC)CC)C(F)(F)F